ClC=1C=C2C=NN(C2=C(C1)C(=O)O)CC1=NC=C(N=C1)C1=CC(=C(C=C1)OC)F 5-chloro-1-((5-(3-fluoro-4-methoxyphenyl)pyrazin-2-yl)methyl)-1H-indazole-7-carboxylic acid